CN1C=CC2=CC(=CC=C12)NC=1C=CC=C2CN(C(C12)=O)CC(=O)O 2-[7-[(1-methylindol-5-yl)amino]-1-oxo-isoindolin-2-yl]acetic acid